(E)-3-(4-(6-(((1R,5S,7r)-3-oxa-9-azabicyclo[3.3.1]nonan-7-yl)(methyl)amino)pyridazin-3-yl)-3-hydroxyphenyl)-N-methylacrylamide [C@H]12COC[C@H](CC(C1)N(C1=CC=C(N=N1)C1=C(C=C(C=C1)/C=C/C(=O)NC)O)C)N2